FC=1C=C(COC=2C=C3CCC(C3=CC2)N2CC(C2)C(=O)OC)C=CC1 methyl 1-(5-((3-fluorobenzyl)oxy)-2,3-dihydro-1H-inden-1-yl)azetidine-3-carboxylate